dibutyl 2-(((α-methylbenzyl)amino)methyl)succinate CC(C1=CC=CC=C1)NCC(C(=O)OCCCC)CC(=O)OCCCC